ClC=1C=C2C=CN=C(C2=C(C1)C)N(C(C1=CC=C(C=C1)C=1SC(=NN1)C)=O)[C@H]1CNCCC1 (R)-N-(6-chloro-8-methylisoquinolin-1-yl)-4-(5-methyl-1,3,4-thiadiazol-2-yl)-N-(piperidin-3-yl)benzamide